COC1=NC(=NN2C1=C(C=C2)C=2C=CC1=C(N(N=N1)C)C2)NC2CC(C2)(C(=O)N(C)C)C (1r,3r)-3-((4-methoxy-5-(1-methyl-1H-benzo[d][1,2,3]triazol-6-yl)pyrrolo[2,1-f][1,2,4]triazin-2-yl)amino)-N,N,1-trimethylcyclobutane-1-carboxamide